methyl 6-(((5-(5-methoxy-2,6-dimethyl-(4,4-bipyridine)-3-amido)-1,3,4-thiadiazol-2-yl)oxy)methyl)pyridine-3-carboxylate COC=1C(=C(C(=NC1C)C)C(=O)NC1=NN=C(S1)OCC1=CC=C(C=N1)C(=O)OC)C1=CC=NC=C1